tert-butyl (3S)-3-{[(3R)-3-fluoropyrrolidin-1-yl]carbonyl}-3,4-dihydro-1H-isoquinoline-2-carboxylate F[C@H]1CN(CC1)C(=O)[C@H]1N(CC2=CC=CC=C2C1)C(=O)OC(C)(C)C